(S)-(2-hydroxypropane-1,3-diyl) dicarbamate C(N)(OCC(COC(N)=O)O)=O